FC1=C(C=CC=C1)N(C(C)=O)C1=NC=CC(=C1)[N+](=O)[O-] N-(2-fluorophenyl)-N-(4-nitropyridin-2-yl)acetamide